C1(CC1)C1CN(C=2N(C1)C=C(N2)C(=O)O)CCOC 6-cyclopropyl-8-(2-methoxyethyl)-5,6,7,8-tetrahydroimidazo[1,2-a]pyrimidine-2-carboxylic acid